4-nitro-beta-hydroxy-homophenylalanine [N+](=O)([O-])C1=CC=C(CC([C@H](N)C(=O)O)O)C=C1